(4-fluorobenzoyl)propionic acid FC1=CC=C(C(=O)C(C(=O)O)C)C=C1